N1CCC(CC1)(CO)CO 4,4-piperidinediyl-dimethanol